C(C(=O)[O-])(=O)[O-].[Mn+3].[NH4+].C(C(=O)[O-])(=O)[O-] ammonium manganese (iii) oxalate